1-(4-(1'-(3-((3-fluoro-4-(tetradecyloxy)phenyl)sulfonyl)-6-(methylsulfinyl)quinolin-4-yl)-[1,4'-bipiperidin]-4-yl)piperazin-1-yl)ethanone FC=1C=C(C=CC1OCCCCCCCCCCCCCC)S(=O)(=O)C=1C=NC2=CC=C(C=C2C1N1CCC(CC1)N1CCC(CC1)N1CCN(CC1)C(C)=O)S(=O)C